FC=1C=C(C=CC1)S(=O)(=O)C(C)(C)C1CCN(CC1)C(=O)NC1=CC=NN1C 4-(2-((3-fluorophenyl)sulfonyl)propan-2-yl)-N-(1-methyl-1H-pyrazol-5-yl)piperidine-1-carboxamide